COC(=O)C1CCC2CNCC(C(N12)=O)NC(=O)OC(C)(C)C 2-oxo-3-((tert-butoxycarbonyl)amino)-1,5-diazabicyclo[5.3.0]decane-10-carboxylic acid methyl ester